(1R,5S,6r)-6-(trifluoromethyl)-3-azabicyclo[3.1.0]hexane hydrochloride C1[C@@H]2[C@@H](C2C(F)(F)F)CN1.Cl